3-bromo-5-(4-chloro-2-fluorophenoxy)-4-methylpyridine BrC=1C=NC=C(C1C)OC1=C(C=C(C=C1)Cl)F